1,2-Phenylenebis(methylene) (E,E)-bis(N,N'-dicyclohexylcarbamimidothioate) dihydrobromide Br.Br.C1(CCCCC1)N\C(=N/C1CCCCC1)\SCC1=C(C=CC=C1)CSC(NC1CCCCC1)=NC1CCCCC1